CC(CC=C1CC2=C(OC[C@@H](C(N2C)=O)NC(=O)C2=NNC(=N2)CC2=C(C=CC=C2)F)C=C1)(C)C (S)-N-(7-(3,3-dimethylbut-1-yl-1-yl)-5-methyl-4-oxo-2,3,4,5-tetrahydrobenzo[b][1,4]oxazepin-3-yl)-5-(2-fluorobenzyl)-1H-1,2,4-triazole-3-carboxamide